[[cyclopropyl-[4-(trifluoromethyl)phenyl] methyl]-methyl-amino] (2S)-2-[(3-hydroxy-4-methoxy-pyridine-2-carbonyl)amino]propanoate OC=1C(=NC=CC1OC)C(=O)N[C@H](C(=O)ON(C)C(C1=CC=C(C=C1)C(F)(F)F)C1CC1)C